C(C)(C)(C)C1N(CCC(C1)CBr)C tert-butyl-4-(bromomethyl)-1-methylpiperidine